3-(4-(6-(4-(4-aminophenyl)piperazin-1-yl)-2-azaspiro[3.3]heptan-2-yl)-1-oxoisoindolin-2-yl)piperidine-2,6-dione NC1=CC=C(C=C1)N1CCN(CC1)C1CC2(CN(C2)C2=C3CN(C(C3=CC=C2)=O)C2C(NC(CC2)=O)=O)C1